(4S,12aS)-N-[(2,4-Difluorophenyl)methyl]-7-hydroxy-4-methyl-1-[2-(methyloxy)ethyl]-6,8-dioxo-1,2,3,4,6,8,12,12a-octahydropyrido-[1',2':4,5]pyrazino[1,2-a]pyrimidine-9-carboxamide FC1=C(C=CC(=C1)F)CNC(=O)C=1C(C(=C2N(C[C@@H]3N([C@H](CCN3CCOC)C)C2=O)C1)O)=O